ClC1=C(C=CC=C1Cl)C1=NC=C2N1C=CN=C2N2CCC1([C@@H](C=3N(N=CC3)C1)N[S@](=O)C(C)(C)C)CC2 (R)-N-((S)-1-(3-(2,3-dichlorophenyl)imidazo[1,5-a]pyrazin-8-yl)-4'H,6'H-spiro[piperidine-4,5'-pyrrolo[1,2-b]pyrazol]-4'-yl)-2-methylpropane-2-sulfinamide